N1C=C(C=2C1=NC=CC2)C=2SC=C(N2)C=2C=C(C=CC2)[C@@]2(CCC=1C(=NOC12)C)O (R,S)-6-(3-(2-(1H-pyrrolo[2,3-b]pyridin-3-yl)thiazol-4-yl)phenyl)-3-methyl-5,6-dihydro-4H-cyclopenta[d]isoxazol-6-ol